C=CC=CCCCCCCCCCCCCCC (9z,12z)-octadecadiene